N[C@@H]1C[C@H](CC1)NC(O)=O.ClC1=NC2=CC(=NC=C2C=C1)C(C)=O 1-(2-chloro-1,6-naphthyridin-7-yl)ethan-1-one ((1s,3s)-3-aminocyclopentyl)carbamate